2-[({2-methoxy-7-[5-(methylsulfanyl)pyridin-2-yl]naphthalen-1-yl}amino)methyl]prop-2-enenitrile COC1=C(C2=CC(=CC=C2C=C1)C1=NC=C(C=C1)SC)NCC(C#N)=C